NC1=NC(=CC=C1C=1C(=CC=C2C=CC(=NC12)O)F)N 8-(2,6-diaminopyridin-3-yl)-7-fluoroquinolin-2-ol